3-hydroxy-3,4,4-trimethylpyrrolidin OC1(CNCC1(C)C)C